tert-Butyl 3-amino-3-methylazetidine-1-carboxylate NC1(CN(C1)C(=O)OC(C)(C)C)C